C(C1=CC=CC=C1)(=O)OCC1=CC=C(C=C1)NC1=NC=C(C(=N1)NC1=C(C=C(C=C1)C1=NC(=NC=C1)NC)P(=O)(C)C)C(F)(F)F 4-((4-((2-(dimethylphosphoryl)-4-(2-(methylamino)pyrimidin-4-yl)phenyl)amino)-5-(trifluoromethyl)pyrimidine-2-yl)amino)benzyl benzoate